methoxymethyl 4-((4-(benzyloxy)-2-methoxy-6-methylbenzoyl)oxy)-3-fluoro-2-(methoxymethoxy)-5,6-dimethylbenzoate C(C1=CC=CC=C1)OC1=CC(=C(C(=O)OC2=C(C(=C(C(=O)OCOC)C(=C2C)C)OCOC)F)C(=C1)C)OC